2-(((5-(3-chloro-2-fluoropyridin-4-yl)-1,1-dioxo-4H-benzo[e][1,2,4]thiadiazin-3-yl)amino)methyl)thiazole-5-carbonitrile ClC=1C(=NC=CC1C1=CC=CC2=C1NC(=NS2(=O)=O)NCC=2SC(=CN2)C#N)F